O1CCN(CC1)CCN1CCC1=O N-(2-morpholino)ethyl-4-azetidinone